cis-methyl-2-[4-[(3,3-dimethylmorpholin-4-yl)methyl]phenyl]-1,2,3,4,4a,5,7,7a-octahydrofuro[3,4-b]pyridine-3-carboxylate COC(=O)C1CC2C(NC1C1=CC=C(C=C1)CN1C(COCC1)(C)C)COC2